C=1C=CN2C1C=1N(C3=CC=CC=C23)C=C2C=CC=CC21 isoindolo[2,1-a]pyrrolo[2,1-c]quinoxaline